C(CCCCCCC)OC(=O)N1CC=CC1 3-pyrroline-1-carboxylic acid octyl ester